CCCCCCCCCCC(O)O Undecanediol